1-naphthyldiphenylsulphonium C1(=CC=CC2=CC=CC=C12)[S+](C1=CC=CC=C1)C1=CC=CC=C1